4,4''-bis(diphenylamino)-2',6'-bis(2-(trifluoromethyl)-9H-carbazol-9-yl)-[1,1':3',1''-terphenyl]-4',5'-dicarbonitrile C1(=CC=CC=C1)N(C1=CC=C(C=C1)C1=C(C(=C(C(=C1N1C2=CC=CC=C2C=2C=CC(=CC12)C(F)(F)F)C#N)C#N)C1=CC=C(C=C1)N(C1=CC=CC=C1)C1=CC=CC=C1)N1C2=CC=CC=C2C=2C=CC(=CC12)C(F)(F)F)C1=CC=CC=C1